2-((5-isobutyl-4-(thiophen-2-yl)thiazol-2-yl)amino)nicotinic Acid C(C(C)C)C1=C(N=C(S1)NC1=C(C(=O)O)C=CC=N1)C=1SC=CC1